2-(2-oxaspiro[3.5]nonan-7-yloxy)ethanol Butyl-7-chloro-4-(hydroxymethyl)-5-methoxyindole-1-carboxylate C(CCC)C=1N(C2=C(C=C(C(=C2C1)CO)OC)Cl)C(=O)OCCOC1CCC2(COC2)CC1